OCC1=C(C=CC=C1)NC1=NC(=NC=C1C(=O)N)NC1=CC=C(C=C1)CS(=O)(=O)C 4-{[2-(hydroxymethyl)phenyl]amino}-2-({4-[(methylsulfonyl)methyl]phenyl}amino)pyrimidine-5-carboxamide